ClC=1C(=C(C2=CC=CC=C2C1)O)C(=O)NC1=CC=C(C=C1)[N+](=O)[O-] chloro-1-hydroxy-4'-nitro-2-naphthalenecarboxanilide